N-(2,6-difluorophenyl)-5-methyl-2-(trifluoromethyl)[1,2,4]triazolo[1,5-a]pyrimidin-7-amine FC1=C(C(=CC=C1)F)NC1=CC(=NC=2N1N=C(N2)C(F)(F)F)C